4-{[3-(2-aminobenzo[d]thiazol-6-yl)-5-(4-trifluoromethylphenyl)-1H-pyrazol-1-yl]methyl}-N-hydroxybenzoamide NC=1SC2=C(N1)C=CC(=C2)C2=NN(C(=C2)C2=CC=C(C=C2)C(F)(F)F)CC2=CC=C(C(=O)NO)C=C2